2-[(3,5-dibromo-1,2,4-triazol-4-yl)methoxy]ethyl-trimethyl-silane BrC1=NN=C(N1COCC[Si](C)(C)C)Br